3-(2,4-dimethylphenyl)sulfonyl-7-hydroxy-4H-triazolo[1,5-a]quinazolin-5-one CC1=C(C=CC(=C1)C)S(=O)(=O)C=1N=NN2C1NC(C1=CC(=CC=C21)O)=O